8-(6-morpholinopyridin-3-yl)quinoxalin-6-amine O1CCN(CC1)C1=CC=C(C=N1)C=1C=C(C=C2N=CC=NC12)N